(3s,5s)-3-aminomethyl-7-benzyloxy-5-methyl-heptanoic acid NC[C@H](CC(=O)O)C[C@@H](CCOCC1=CC=CC=C1)C